C1(CCCCC1)[C@H]1OCC2=CC(=CC=C2[C@@H]1C1=CC=C(C=C1)N1CCC(CC1)C(OC)OC)O (3R,4S)-3-cyclohexyl-4-(4-(4-(dimethoxymethyl)piperidin-1-yl)phenyl)isochroman-7-ol